7-(5-chloro-2-(((3S,4R)-3-hydroxytetrahydro-2H-pyran-4-yl)amino)pyrimidin-4-yl)-1-isopropyl-N-methyl-4-oxo-1,4-dihydroquinoline-2-carboxamide ClC=1C(=NC(=NC1)N[C@H]1[C@@H](COCC1)O)C1=CC=C2C(C=C(N(C2=C1)C(C)C)C(=O)NC)=O